ClC1=C(OCC(=O)NC2=CC=CC=C2)C(=CC=C1)Cl 2-(2,6-dichlorophenoxy)-N-phenyl-acetamide